4-(4-(tert-butoxycarbonyl)piperazin-1-yl)-2-(hydroxymethyl)benzoic acid C(C)(C)(C)OC(=O)N1CCN(CC1)C1=CC(=C(C(=O)O)C=C1)CO